BrC1=CC=2C=3N(C(NC2C(=C1)I)=O)N=CN3 9-bromo-7-iodo-[1,2,4]triazolo[1,5-c]quinazolin-5(6H)-one